N1(C=NC=C1)CC=1C=C(C(=NC1)N(C(OC(C)(C)C)=O)CC1CC1)C tert-butyl (5-((1H-imidazol-1-yl)methyl)-3-methylpyridin-2-yl)(cyclopropyl)methylcarbamate